(P)-3-chloro-4-((5-fluoropyrimidin-4-yl)methoxy)-6''-(2-hydroxypropan-2-yl)-3'',5',6-trimethyl-2H-[1,4':2',2''-terpyridin]-2-one ClC=1C(N(C(=CC1OCC1=NC=NC=C1F)C)C1=CC(=NC=C1C)C1=NC(=CC=C1C)C(C)(C)O)=O